2,2-difluoro-3-(4-(1H-indol-3-yl)thiophen-2-yl)-3-oxopropionic acid FC(C(=O)O)(C(=O)C=1SC=C(C1)C1=CNC2=CC=CC=C12)F